1-fluoranyl-3-[2-[4-[6-(methylamino)pyridine-3-yl]phenyl]imidazo[1,2-a]pyridin-6-yl]oxy-propan-2-ol FCC(COC=1C=CC=2N(C1)C=C(N2)C2=CC=C(C=C2)C=2C=NC(=CC2)NC)O